CN1N=CC=C1C=1C=C(C=CC1)[C@H](C)NC1=NC=NC=C1 N-{(1S)-1-[3-(1-methyl-1H-pyrazol-5-yl)phenyl]ethyl}pyrimidin-4-amine